tert-butyl ((1-phenylazetidin-3-yl)methyl)carbamate C1(=CC=CC=C1)N1CC(C1)CNC(OC(C)(C)C)=O